N,N,N',N'-tetrakis(3-methylphenyl)-3,3'-dimethyl-Benzidine CC=1C=C(C=CC1)N(C1=C(C=C(C=C1)C1=CC(=C(N(C2=CC(=CC=C2)C)C2=CC(=CC=C2)C)C=C1)C)C)C1=CC(=CC=C1)C